Cl.ClC1=C(OCCCN)C(=CC(=C1)OCC=C(Cl)Cl)Cl 3-(2,6-dichloro-4-((3,3-dichloroallyl)oxy)phenoxy)propane-1-amine hydrochloride